tert-butyl (3S,4S)-3-[[4-[6-cyclopropyl-7-(2,2-difluoroethoxy)imidazo[1,2-b]pyridazin-3-yl]pyrimidin-2-yl]amino]-4-fluoro-piperidine-1-carboxylate C1(CC1)C=1C(=CC=2N(N1)C(=CN2)C2=NC(=NC=C2)N[C@H]2CN(CC[C@@H]2F)C(=O)OC(C)(C)C)OCC(F)F